O[C@@H](C(=O)O)[C@H](C(=O)O)O.C1(CC1)CN1CCC2(C[C@@H]2C(=O)N[C@@H](CCCCCC(CC)=O)C=2NC(=CN2)C=2C=C3C=CC(=NC3=CC2OC)C)CC1 (S)-6-(cyclopropylmethyl)-N-((S)-1-(5-(7-methoxy-2-methylquinolin-6-yl)-1H-imidazol-2-yl)-7-oxononyl)-6-azaspiro[2.5]octane-1-carboxamide (2R,3R)-2,3-dihydroxysuccinate